NC[C@H](O)C=1C=NN(C1)C1=C(C=C(C#N)C=C1)OC1=NC(=NC(=C1)N1CCC(CC1)OC)C 4-[4-[(1R)-2-amino-1-hydroxyethyl]pyrazol-1-yl]-3-[6-(4-methoxypiperidin-1-yl)-2-methylpyrimidin-4-yl]oxybenzonitrile